ClC1=NC(=NC(=C1)[Sn](CCCC)(CCCC)CCCC)NC1=NN(C=C1)C 4-chloro-N-(1-methyl-1H-pyrazol-3-yl)-6-(tributylstannyl)pyrimidin-2-amine